C(C)(C)(C)C=1C=C(NN1)NC(=O)NC1=CC=C(C=C1)N1C=NC2=C1C=CC(=C2)OC 1-(5-tert-butyl-2H-pyrazol-3-yl)-3-[4-(5-methoxyl-benzimidazol-1-yl)-phenyl]-urea